trans-tert-Butyl-((4-(4-chlorophenyl)-5-(4-(pyridin-2-yloxy)cyclohexyl)-4H-1,2,4-triazol-3-yl)methyl)(methyl)carbamat C(C)(C)(C)OC(N(C)CC1=NN=C(N1C1=CC=C(C=C1)Cl)[C@@H]1CC[C@H](CC1)OC1=NC=CC=C1)=O